bis-[3-(pentylsulfonyloxy)phenyl]urea C(CCCC)S(=O)(=O)OC=1C=C(C=CC1)NC(NC1=CC(=CC=C1)OS(=O)(=O)CCCCC)=O